tert-butyl ((1r,4r)-4-(4-(3-(4-chloro-2,6-dimethylphenoxy)-5-methylphenyl)-6-methyl-7-oxo-6,7-dihydro-1H-pyrrolo[2,3-c]pyridine-2-carboxamido)cyclohexyl)carbamate ClC1=CC(=C(OC=2C=C(C=C(C2)C)C=2C3=C(C(N(C2)C)=O)NC(=C3)C(=O)NC3CCC(CC3)NC(OC(C)(C)C)=O)C(=C1)C)C